CC1=NC(=NO1)C1=CC=C2C=CN=C(C2=C1)NCCN1C(C2=CC(=CC=C2C1)C(F)(F)F)=O 2-(2-{[7-(5-methyl-1,2,4-oxadiazol-3-yl)isoquinolin-1-yl]amino}ethyl)-6-(trifluoromethyl)-2,3-dihydro-1H-isoindol-1-one